C[C@@H]1CNS(C2=C(O1)C=C(C=C2)OCCOCCNC(OC(C)(C)C)=O)(=O)=O tert-butyl (R)-(2-(2-((4-methyl-1,1-dioxido-3,4-dihydro-2H-benzo[b][1,4,5]oxathiazepin-7-yl)oxy)ethoxy)-ethyl)carbamate